2-bromo-4-(3-(4-fluorophenyl)-1-(3-((triisopropylsilyl)oxy)propyl)-1H-pyrazol-4-yl)-1-(phenylsulfonyl)-1H-pyrrolo[2,3-b]pyridine BrC1=CC=2C(=NC=CC2C=2C(=NN(C2)CCCO[Si](C(C)C)(C(C)C)C(C)C)C2=CC=C(C=C2)F)N1S(=O)(=O)C1=CC=CC=C1